N-[1-[5-chloro-2-[(1-methylpyrazol-4-yl)amino]pyrimidin-4-yl]-3,7-dimethyl-indol-5-yl]prop-2-enamide ClC=1C(=NC(=NC1)NC=1C=NN(C1)C)N1C=C(C2=CC(=CC(=C12)C)NC(C=C)=O)C